bicyclo[2.2.1]hept-2-ene-5,6-dicarboxylic acid anhydride C12C=CC(C3C1C(=O)OC3=O)C2